4-chloro-2-(piperazin-1-yl)thiazole ClC=1N=C(SC1)N1CCNCC1